C([O-])([O-])=O.[Fe+2] iron(II) carbonate